tris(3,5-dimethylpyrazole) borohydride [BH4-].CC1=NNC(=C1)C.CC1=NNC(=C1)C.CC1=NNC(=C1)C